6-bromo-N,N-bis(2,4-dimethoxybenzyl)pyridine-2-sulfonamide BrC1=CC=CC(=N1)S(=O)(=O)N(CC1=C(C=C(C=C1)OC)OC)CC1=C(C=C(C=C1)OC)OC